ClC=1C=CC(=C(CNC[C@@H]2CN(CC2)C(=O)OC(C)(C)C)C1)OCC tert-butyl (R)-3-(((5-chloro-2-ethoxybenzyl)amino)methyl)pyrrolidine-1-carboxylate